S(=O)(=O)(OC)OCCCF methyl (3-fluoropropyl) sulfate